C(C)(C)(C)OC(=O)N1CCC(CC1)C(C)N1C[C@@H](O[C@@H](C1)C)C 4-(1-((2S,6R)-2,6-dimethylmorpholinyl)ethyl)piperidine-1-carboxylic acid tert-butyl ester